1-(2-(6-(trifluoromethyl)imidazo[1,2-a]pyrazin-3-yl)pyrimidin-4-yl)piperidin-3-ol FC(C=1N=CC=2N(C1)C(=CN2)C2=NC=CC(=N2)N2CC(CCC2)O)(F)F